ClCC(C(F)F)(F)F 1-chloro-2,2,3,3-tetrafluoropropane